OC1=CC=2C[C@H](N3C(C2C2=C1OCC2)=CC(C(=C3)C(=O)OCC)=O)C(C)C ethyl (S)-4-hydroxy-7-isopropyl-11-oxo-2,6,7,11-tetrahydro-1H-furo[2,3]pyrido-[2,1-a]isoquinoline-10-carboxylate